C[C@@H]1NCC=C1C1=CC=2C(=NC=CC2NC=2C=CC3=C(N=CS3)C2)S1 (S)-N-(2-(2-methyl-2,5-dihydro-1H-pyrrol-3-yl)thieno[2,3-b]pyridin-4-yl)benzo[d]thiazol-5-amine